N1C[C@@H](CC1)OC(=O)N1CCC(CC1)NC1=CC(=NC=2N1N=CC2C(C)C)C 4-[(3-isopropyl-5-methyl-pyrazolo[1,5-a]pyrimidin-7-yl)amino]piperidine-1-carboxylic acid [(3R)-pyrrolidin-3-yl] ester